7-(6-fluoro-5-methyl-3-(1-((1-methylcyclopentyl)methyl)-1H-pyrazol-4-yl)pyridin-2-yl)imidazo[1,2-a]pyridine FC1=C(C=C(C(=N1)C1=CC=2N(C=C1)C=CN2)C=2C=NN(C2)CC2(CCCC2)C)C